3-(1,3-benzothiazol-2-yl)aniline S1C(=NC2=C1C=CC=C2)C=2C=C(N)C=CC2